OC1=CC=C(C=C1)C(C)(C)C1=CC=C(OC2CC(C2)N2C(C3=CC=CC=C3C2=O)=O)C=C1 2-((1s,3s)-3-(4-(2-(4-hydroxyphenyl)propan-2-yl)phenoxy)cyclobutyl)isoindole-1,3-dione